3-methyl-1-benzofuran-2-carbaldehyde CC1=C(OC2=C1C=CC=C2)C=O